Cl.FC=1C=C2C(=CC=NC2=CC1)N1CC2CNCCC2C1 6-fluoro-4-(octahydro-2H-pyrrolo[3,4-c]pyridin-2-yl)quinoline hydrochloride